IsoButylene CC(C)=C